C(C)(C)(C)OC(=O)N1CC(C(C1)CO)CO 3,4-Dimethylolpyrrolidine-1-carboxylic acid tert-butyl ester